C1(CCCC1)NC1=NC(=NC=C1C(=O)O)SC 4-(cyclopentylamino)-2-(methylsulfanyl)pyrimidine-5-carboxylic acid